C(#N)C1=CC(=C(COC2=CC=CC(=N2)C2=CC(=C(CC3=NC4=C(N3C3CS(CC3)(=O)=O)C=C(C=C4)C(=O)O)C=C2F)F)C=C1)F 2-(4-(6-((4-cyano-2-fluorobenzyl)oxy)pyridin-2-yl)-2,5-difluorobenzyl)-1-(1,1-dioxidotetrahydrothiophen-3-yl)-1H-benzo[d]imidazole-6-carboxylic acid